[N+](=O)([O-])C1=C2CN(C(C2=CC=C1)=O)C1C(NC(CC1)=O)=O 3-(4-nitro-1-oxo-1,3-dihydroisoindol-2-yl)piperidine-2,6-dione